3-(5-(((2R,4R)-1-Ethyl-4-fluoropiperidin-2-yl)methoxy)-1-oxoisoindolin-2-yl)piperidine-2,6-dione C(C)N1[C@H](C[C@@H](CC1)F)COC=1C=C2CN(C(C2=CC1)=O)C1C(NC(CC1)=O)=O